Methyl (1S,2R,4S)-4-azido-2-[[(benzyloxy)carbonyl]amino]cyclohexanecarboxylate N(=[N+]=[N-])[C@@H]1C[C@H]([C@H](CC1)C(=O)OC)NC(=O)OCC1=CC=CC=C1